3-fluorobenzene-1,2-diol FC1=C(C(=CC=C1)O)O